N2-(2-(1-(Cyclopropylsulfonyl)-1H-pyrazol-4-yl)pyrimidin-4-yl)-5-((1-(2,2-difluoroethyl)-1H-pyrazol-4-yl)ethynyl)-N4-((1s,4s)-4-((dimethyl-amino)methyl)cyclohexyl)pyridine-2,4-diamine C1(CC1)S(=O)(=O)N1N=CC(=C1)C1=NC=CC(=N1)NC1=NC=C(C(=C1)NC1CCC(CC1)CN(C)C)C#CC=1C=NN(C1)CC(F)F